3-acryloxypropyl-dimethyl-methoxysilane C(C=C)(=O)OCCC[Si](OC)(C)C